CC1=NC(=NC(=C1)C)C=1C(=C(C=CC1)C[C@@H]1N(CC([C@@H]1NS(=O)(=O)CC)(F)F)C(=O)C1(CC1)C)F N-[(2S,3R)-2-{[3-(4,6-dimethylpyrimidin-2-yl)-2-fluorophenyl]methyl}-4,4-difluoro-1-(1-methylcyclopropane-1-carbonyl)pyrrolidin-3-yl]ethanesulfonamide